NCCC1=CNC2=CC=CC=C12 3-(Aminoethyl)-1H-indole